5-((2S,4S)-4-phenyl-1-(piperidin-1-ylsulfonyl)piperidin-2-yl)-3-(3-phenylpropyl)-1,2,4-oxadiazole C1(=CC=CC=C1)[C@@H]1C[C@H](N(CC1)S(=O)(=O)N1CCCCC1)C1=NC(=NO1)CCCC1=CC=CC=C1